C(C)(C)(C)OC(N(C)CCCCN1C2=C(CCC3=C1C=C(C=C3)Cl)C=C(C=C2)OCCOCC#C)=O.OCC[N+]2(CCNCC2)CCO 1,1-bis(2-hydroxyethyl)piperazin-1-ium tert-butyl-N-{4-[7-chloro-2-[2-(prop-2-ynyloxy)ethoxy]-10,11-dihydro-5H-dibenzo[b,f]azepin-5-yl]butyl}-N-methyl-carbamate